OC1=CC=C(C=C1)C(C)(CCC1=CC=C(C=C1)O)C 2,4-di(4-hydroxyphenyl)-2-methylbutane